C(C(C)C)NC1=NC=2C(=CC(=CC2C=2N1C=NN2)C)C(C)NC2=C(C(=O)O)C=CC=C2 2-((1-(5-(isobutylamino)-9-methyl-[1,2,4]triazolo[4,3-c]quinazolin-7-yl)ethyl)amino)benzoic acid